N-(4-(4-((2-hydroxy-2-methylpropyl)carbamoyl)bicyclo[2.2.2]octan-1-yl)phenyl)isoindoline-2-carboxamide OC(CNC(=O)C12CCC(CC1)(CC2)C2=CC=C(C=C2)NC(=O)N2CC1=CC=CC=C1C2)(C)C